FC1(CN(CCC1)CC1=CC=C(C=C1)[C@H](C)NC=1N=CC2=C(N1)N(C(C=C2C)=O)CC(C)(C)C)F 2-{[(1S)-1-{4-[(3,3-Difluoropiperidin-1-yl)methyl]phenyl}ethyl]amino}-8-(2,2-dimethylpropyl)-5-methyl-pyrido[2,3-d]pyrimidin-7(8H)-on